C1(=CC=CC=C1)P(=O)(C1=CC=CC=C1)NCCC[Si](OCC)(OCC)OCC N-diphenylphosphoryl-3-aminopropyltriethoxysilane